C(C)(C)(C)OC(=O)C1CCN(CC1)C1=NC=CC(=N1)C(=O)OC methyl 2-(4-tert-butoxycarbonyl-1-piperidyl)pyrimidine-4-carboxylate